6-PHENYL-1H-PYRROLO[2,3-B]PYRIDINE-4-CARBOXALDEHYDE C1(=CC=CC=C1)C=1C=C(C2=C(N1)NC=C2)C=O